C(CCCCC)[N+]1=CN(C=C1)C=C 3-hexyl-1-vinyl-1H-imidazolium